2-[5-[4-[6-chloro-4-(trifluoromethyl)-2-pyridinyl]piperazin-1-yl]sulfonylindole-1-carbonyl]benzoic acid ClC1=CC(=CC(=N1)N1CCN(CC1)S(=O)(=O)C=1C=C2C=CN(C2=CC1)C(=O)C1=C(C(=O)O)C=CC=C1)C(F)(F)F